C(CCCCCCCCCCCCCCCCCCCCC)(=O)O.C(CCCCCCCCCCCCCCCCCCCCC)(=O)OCCCCCCCCCCCCCCCCCCCCCC behenyl behenate behenate